N-((S)-(7-((R*)-Cyclopropyl(4,4,4-trifluorobutanamido)methyl)imidazo[1,2-a]pyrimidin-2-yl)(4,4-difluorocyclohexyl)methyl)-1-methyl-1H-pyrazole-5-carboxamide C1(CC1)[C@H](C1=NC=2N(C=C1)C=C(N2)[C@@H](NC(=O)C2=CC=NN2C)C2CCC(CC2)(F)F)NC(CCC(F)(F)F)=O |o1:3|